OLEYLPHOSPHOCHOLIN C(CCCCCCC\C=C/CCCCCCCC)OP(=O)([O-])OCC[N+](C)(C)C